FC(C(=O)[O-])(F)F.FC1(CCC(CC1)C[NH3+])F (4,4-difluorocyclohexyl)methanaminium trifluoroacetate